4-(2-(4-((3-Chloro-4-(trifluoromethoxy)benzyl)amino)butoxy)ethoxy)-3H-pyrazolo[3,4-c]quinoline-7-carboxylic acid ClC=1C=C(CNCCCCOCCOC2=NC=3C=C(C=CC3C3=C2NN=C3)C(=O)O)C=CC1OC(F)(F)F